2-(1-(N-(2-(Dinonylamino)ethyl)-N-nonylglycyl)pyrrolidin-3-yl)ethyldinonylglycinate C(CCCCCCCC)N(CCN(CC(=O)N1CC(CC1)CCC(N(CCCCCCCCC)CCCCCCCCC)C(=O)[O-])CCCCCCCCC)CCCCCCCCC